3-(naphthalen-6-yl)propanoic acid C1=CC=CC2=CC(=CC=C12)CCC(=O)O